CC1=CC(=C2C(=C1)OC3=C(C2=O)C(=C(C=C3)O)C(=O)OC)O The molecule is a member of the class of xanthones that is methyl 9H-xanthene-1-carboxylate substituted by hydroxy groups at positions 2 and 8, a methyl group at position 6 and an oxo group at position 9. It has been isolated from Aspergillus sydowii. It has a role as an Aspergillus metabolite. It is a member of xanthones, a carboxylic ester and a polyphenol.